C(=O)(OC(C)(C)C)OOC(=O)OC(C)C t-butyl isopropyl peroxydicarbonate